ClCC1=C(C=CC(=C1)F)C=1C=NC=2N(C1)C=C(N2)COC2=CC=C(C=C2)F 6-[2-(chloromethyl)-4-fluoro-phenyl]-2-[(4-fluorophenoxy)methyl]imidazo[1,2-a]pyrimidine